(Z)-4-(1-fluoro-2-(4-methoxyphenyl)vinyl)piperidine-1-carboxylate F\C(=C/C1=CC=C(C=C1)OC)\C1CCN(CC1)C(=O)[O-]